C(CC)(=O)[O-].[Ca+2].C(CC)(=O)[O-] Calcium Propionate Salt